Cl.Cl.Cl.N[C@H](C(=O)OC)CCN(CCCCC1=NC=2NCCCC2C=C1)C1CC1 methyl (2S)-2-amino-4-[cyclopropyl-[4-(5,6,7,8-tetrahydro-1,8-naphthyridin-2-yl)butyl]amino]butanoate trihydrochloride